(4-Ethyl-3-(hydroxymethyl)-5-oxo-4,5-dihydro-1H-1,2,4-triazol-1-yl)-7-fluoro-4-isopropyl-2-((1R*,2R*)-2-methylcyclopentyl)isoquinolin-1(2H)-one C(C)N1C(=NN(C1=O)C=1N(C(C2=CC(=CC=C2C1C(C)C)F)=O)[C@H]1[C@@H](CCC1)C)CO |o1:23,24|